tert-butyl 3-ethyl-4-oxopiperidin-1-carboxylate C(C)C1CN(CCC1=O)C(=O)OC(C)(C)C